4-(2-methylolacryloyloxy)methyl-benzophenone C(O)C(C(=O)OCC1=CC=C(C(=O)C2=CC=CC=C2)C=C1)=C